CC1=CC=C(C=C1)S(=O)(=O)[O-].N[N+]1=C(C=C(C=C1Cl)Cl)N 1,2-diamino-4,6-dichloropyridin-1-ium 4-methylbenzenesulfonate